C(C)(C)(C)SC1=C2CN(C(C2=CC=C1)=O)C1C(NC(CC1)=O)=O 3-(4-(tert-butylsulfanyl)-1-oxoisoindolin-2-yl)piperidine-2,6-dione